1-(1-azabicyclo[2.2.2]oct-3-yl)-3-[2-(3-bromophenyl)propan-2-yl]urea N12CC(C(CC1)CC2)NC(=O)NC(C)(C)C2=CC(=CC=C2)Br